2-undecyloxirane C(CCCCCCCCCC)C1OC1